3-(isopentyloxyethylphosphinyl)-isoamyl propionate C(CC)(=O)OCCC(C)(C)P(=O)CCOCCC(C)C